C(C1=CC=CC=C1)N([C@H](CNC(C[C@@H](C1(CC1)C(F)(F)F)C=1C=NC=CC1)=O)CC=1C=C2C=NNC2=CC1)C (R)-N-((S)-2-(benzyl(methyl)amino)-3-(1H-indazol-5-yl)propyl)-3-(pyridin-3-yl)-3-(1-(trifluoromethyl)cyclopropyl)propanamide